FC=1C=C2C(C(=C(OC2=C(C1)C(C)NC1=C(C(=O)OC(C)(C)C)C=CC=C1)C=1C=CC=2N(C1)C=C(N2)C)C)=O tert-Butyl 2-[1-[6-fluoro-3-methyl-2-(2-methylimidazo[1,2-a]pyridin-6-yl)-4-oxo-chromen-8-yl]ethylamino]benzoate